BrC1=CC=C2CCN(C(C2=C1)C1=C(C=CC=C1)C)C(=O)OC(C)(C)C tert-butyl 7-bromo-1-(2-methylphenyl)-3,4-dihydro-1H-isoquinoline-2-carboxylate